C(C(C(C(C(CN)N)N)N)N)N 1,2,3,4,5,6-hexanehexamine